C(C)C=1C(NC=2C=C(C=NC2C1)CN1CCN(CC1)C1=CC=CC(=N1)C(=O)NCC(C)O)=O 6-(4-((7-ethyl-6-oxo-5,6-dihydro-1,5-naphthyridin-3-yl)methyl)piperazin-1-yl)-N-(2-hydroxypropyl)picolinamide